1-(4-(4-((3-chloro-4-((1-ethyl-1H-pyrazol-5-yl)methoxy)phenyl)amino)-7H-pyrrolo[2,3-d]pyrimidin-5-yl)piperidin-1-yl)prop-2-en-1-one ClC=1C=C(C=CC1OCC1=CC=NN1CC)NC=1C2=C(N=CN1)NC=C2C2CCN(CC2)C(C=C)=O